C(C)(C)(C)C1=C(C=CC=C1)N1CCN(CC1)C(CC(=O)O)=O 3-[4-(2-t-butylphenyl)piperazin-1-yl]-3-oxopropionic acid